(R)-2-((6-(3-aminopiperidin-1-yl)-3-methyl-2,4-dioxo-3,4-dihydropyrimidin-1(2H)-yl)methyl)benzonitrile N[C@H]1CN(CCC1)C1=CC(N(C(N1CC1=C(C#N)C=CC=C1)=O)C)=O